OC(=O)C(F)(F)F.COC1=C(N=C2N1C=C(C=C2)C(=O)NC=2N=NC(=CC2)N2CCNCC2)C methoxy-2-methyl-N-[6-(piperazin-1-yl)pyridazin-3-yl]imidazo[1,2-a]pyridine-6-carboxamide TFA salt